CC/C=C\\C/C=C\\C/C=C\\C/C=C\\C/C=C\\CCCCCCC/C=C/C(=O)SCCNC(=O)CCNC(=O)[C@@H](C(C)(C)COP(=O)(O)OP(=O)(O)OC[C@@H]1[C@H]([C@H]([C@@H](O1)N2C=NC3=C(N=CN=C32)N)O)OP(=O)(O)O)O The molecule is an unsaturated fatty acyl-CoA that results from the formal condensation of the thiol group of coenzyme A with the carboxy group of (2E,11Z,14Z,17Z,20Z,23Z)-hexacosahexaenoic acid. It is an unsaturated fatty acyl-CoA and a very long-chain fatty acyl-CoA. It is a conjugate acid of a (2E,11Z,14Z,17Z,20Z,23Z)-hexacosahexaenoyl-CoA(4-).